trans-N-(4-(((5-(4-bromophenyl)-1,3,4-oxadiazol-2-yl)methyl)amino)cyclohexyl)-6-chloroquinoline-2-carboxamide BrC1=CC=C(C=C1)C1=NN=C(O1)CN[C@@H]1CC[C@H](CC1)NC(=O)C1=NC2=CC=C(C=C2C=C1)Cl